((4-chloro-2-fluorobenzyl)oxy)-3-methyl-5,8-dihydro-1,7-naphthyridine-7(6H)-carboxylic acid tert-butyl ester C(C)(C)(C)OC(=O)N1CCC=2C=C(C(=NC2C1)OCC1=C(C=C(C=C1)Cl)F)C